N1=C(C=CC=C1)CN(CC1=NC=CC=C1)CC1=NC=CC=C1 tris(2-picolyl)amine